3-(4-(5-(5-((4-(4-chlorophenyl)-3,9-dimethyl-6H-thieno[3,2-f][1,2,4]triazolo[4,3-a][1,4]diazepin-2-yl)ethynyl)pyridin-2-yl)pent-1-yn-1-yl)-1-oxoisoindolin-2-yl)piperidine-2,6-dione ClC1=CC=C(C=C1)C1=NCC=2N(C3=C1C(=C(S3)C#CC=3C=CC(=NC3)CCCC#CC3=C1CN(C(C1=CC=C3)=O)C3C(NC(CC3)=O)=O)C)C(=NN2)C